The molecule is a pentacyclic triterpenoid of the class of arborinane-type terpenoids isolated from the roots of Rubia yunnanensis. It has a role as a plant metabolite. It is a pentacyclic triterpenoid and a diol. CC(C)[C@@H]1CC[C@H]2[C@]1(CC[C@@]3([C@@]2(CC=C4[C@H]3[C@H](C[C@@H]5[C@@]4(CC[C@@H](C5(C)C)O)C)O)C)C)C